ClC=1C(=NC=CC1)CNC1=NS(C2=C(N1)C(=CC=C2)\C=C/C2=C(C=CC=C2)F)(=O)=O (Z)-3-(((3-chloropyridin-2-yl)methyl)amino)-5-(2-fluorostyryl)-4H-benzo[e][1,2,4]thiadiazine 1,1-dioxide